(S)-7-(6-(1,2-Dihydroxyethyl)pyridin-2-yl)-N-ethyl-1-(4-(trifluoromethyl)phenyl)-1,2,3,5-tetrahydro-4H-benzo[e][1,4]diazepin-4-carboxamid O[C@H](CO)C1=CC=CC(=N1)C1=CC2=C(N(CCN(C2)C(=O)NCC)C2=CC=C(C=C2)C(F)(F)F)C=C1